2-(3-(3,4-Dihydroxyphenyl)acrylamido)-5-hydroxybenzoic acid OC=1C=C(C=CC1O)C=CC(=O)NC1=C(C(=O)O)C=C(C=C1)O